S1N=CN=C1C1=CC=[N+](C=C1)CCC(=O)OC methyl 3-[4-(1,2,4-thiadiazol-5-yl)pyridin-1-ium-1-yl]propanoate